[N+](=O)([O-])C=1C(=NC=CC1)C(C)NC=O N-(1-(3-nitropyridin-2-yl)ethyl)carboxamide